4-(3-(2,5-difluorophenyl)-1H-pyrazol-4-yl)-7-(1-methyl-1H-pyrazol-4-yl)quinazoline FC1=C(C=C(C=C1)F)C1=NNC=C1C1=NC=NC2=CC(=CC=C12)C=1C=NN(C1)C